ClC=1C=2C(=CNC2C2=C(C1)CN(S(N2)(=O)=O)CC2=CC=C(C#N)C=C2)Cl 4-((6,7-dichloro-2,2-dioxido-4,9-dihydro-[1,2,6]thiadiazino[4,3-g]indol-3(1H)-yl)methyl)benzonitrile